N-[(4S)-chroman-4-yl]-8-(3,5-dichlorophenyl)-7-methoxy-4-(dimethylamino)-1,6-naphthyridine-3-carboxamide O1CC[C@@H](C2=CC=CC=C12)NC(=O)C=1C=NC2=C(C(=NC=C2C1N(C)C)OC)C1=CC(=CC(=C1)Cl)Cl